[CH2-]C([C@H]1CC[C@H]2[C@@H]3CCC4CCCC[C@]4(C)[C@H]3CC[C@]12C)=O pregnanidone